S1C(=CC=C1)CC#N 2-thiophenacetonitrile